8-(6-fluoropyridin-3-yl)quinoxalin-6-amine FC1=CC=C(C=N1)C=1C=C(C=C2N=CC=NC12)N